ethyl 2-[5-(3-bromophenyl)-2-(cyclopropylmethyl)-1H-pyrrol-3-yl]-5-chloro-1,3-thiazole-4-carboxylate BrC=1C=C(C=CC1)C1=CC(=C(N1)CC1CC1)C=1SC(=C(N1)C(=O)OCC)Cl